C[C@@]12CCC=3N=C(SC3C2CC[C@H]2[C@H]3[C@](CC[C@H]12)(C(CC3)=O)C)NN3CCN(CC3)CC (5aR,5bS,7aS,10aS,10bR)-5a,7a-dimethyl-2-((4-ethylpiperazin-1-yl)amino)-4,5,5a,5b,6,7,7a,9,10,10a,10b,11,12,12a-tetradecahydro-8H-cyclopenta[7,8]phenanthro[2,1-d]thiazol-8-one